3-(5-(((3R,4S)-3-((4,4-difluorocyclohexyl)amino)tetrahydro-2H-pyran-4-yl)methyl)-1-oxoisoindolin-2-yl)piperidine-2,6-dione FC1(CCC(CC1)N[C@H]1COCC[C@@H]1CC=1C=C2CN(C(C2=CC1)=O)C1C(NC(CC1)=O)=O)F